ClC=1C(=CC(=NC1)OC)C1=CC(=NN1)C(=O)N1CCC(CC1)C(=O)NCC1CC(C1)OC 1-(5-(5-chloro-2-methoxypyridin-4-yl)-1H-pyrazole-3-carbonyl)-N-((3-methoxycyclobutyl)methyl)piperidine-4-carboxamide